Tetramethyldisilyl-(3-butyl-cyclopentadienyl)(1,5,6,7-tetrahydro-s-indacenyl)zirconium dichloride [Cl-].[Cl-].C[Zr](C1C=CC2=CC=3CCCC3C=C12)(C1C=C(C=C1)CCCC)([SiH3])([SiH3])(C)(C)C